Cl.CC=1C(=C(C=C(C1)C(F)(F)F)O)C=1N=NC(=CC1)CNC=1N(C=CN1)C 3-Methyl-2-(6-{[(1-methyl-1H-imidazol-2-yl)amino]methyl}pyridazin-3-yl)-5-(trifluoromethyl)phenol hydrochloride